Benzyl ethyl ketone (Benzyl acetate) C(C1=CC=CC=C1)CC(=O)O.C(C)C(=O)CC1=CC=CC=C1